hydroxypropyl-oleic acid amide OCCCC(C(=O)N)CCCCCC\C=C/CCCCCCCC